CN([C@H](CN)C1=CSC=C1)C (S)-N1,N1-Dimethyl-1-(thien-3-yl)ethane-1,2-diamine